5-methyl-2-(8-{[(3R)-1-methylpiperidin-3-yl]amino}pyrido[2,3-d]pyridazin-5-yl)phenol CC=1C=CC(=C(C1)O)C1=C2C(=C(N=N1)N[C@H]1CN(CCC1)C)N=CC=C2